2-Methylthiazolidine CC1SCCN1